(octanoylthio)-1-propyl-triethoxysilane C(CCCCCCC)(=O)SC(C)O[Si](CCC)(OCC)OCC